C(C)OC(=O)N1CCCCC1.COC1=CC(=CC2=C1C(=NO2)NS(=O)(=O)C2=C(C=CC=C2)OC)CN2N=CC(=C2)CNC(C#C)=O N-((1-((4-methoxy-3-((2-methoxyphenyl)sulfonamido)benzo[d]isoxazol-6-yl)methyl)-1H-pyrazol-4-yl)methyl)propiolamide ethyl-(3S)-piperidinecarboxylate